tert-butyl (3R,4R)-4-{[5-chloro-7-(2-methylpropyl)imidazo[4,3-f][1,2,4]triazin-2-yl]amino}-3-fluoropiperidine-1-carboxylate ClC=1N=C(N2N=C(N=CC21)N[C@H]2[C@@H](CN(CC2)C(=O)OC(C)(C)C)F)CC(C)C